4-(6-methylquinoline-2-yl)aniline CC=1C=C2C=CC(=NC2=CC1)C1=CC=C(N)C=C1